1H-INDOLE-1-ACETAMIDE N1(C=CC2=CC=CC=C12)CC(=O)N